NC1=NC=2C=NC(=CC2C2=C1COC2)C(=O)N(CC2=NC=C(C=C2)C2CC2)C2CC2 4-amino-N-cyclopropyl-N-((5-cyclopropyl-2-pyridinyl)methyl)-1,3-dihydrofuro[3,4-c][1,7]naphthyridine-8-carboxamide